2-((3-methylbicyclo[2.2.1]hept-5-en-2-yl)methyl)naphthalene CC1C(C2C=CC1C2)CC2=CC1=CC=CC=C1C=C2